2-[(1R)-2-[(3R)-3-benzyloxybutoxy]-1-methyl-ethoxy]-6-bromo-pyridine C(C1=CC=CC=C1)O[C@@H](CCOC[C@H](OC1=NC(=CC=C1)Br)C)C